(3S)-3-[[(2S)-2-cyclopentyl-2-[[(2S)-2-(9H-fluorene-9-ylmethoxycarbonylamino) propanoyl]-methylamino] Acetyl]-Methylamino]-4-(dimethylamino)-4-oxobutanoate C1(CCCC1)[C@@H](C(=O)N([C@@H](CC(=O)[O-])C(=O)N(C)C)C)N(C)C([C@H](C)NC(=O)OCC1C2=CC=CC=C2C=2C=CC=CC12)=O